C(CCC)C1C(=NN(C1(C(=O)OC)C)C1=CC=CC=C1)C1=CC=C(C=C1)F methyl 4-butyl-3-(4-fluorophenyl)-5-methyl-1-phenyl-4,5-dihydro-1H-pyrazole-5-carboxylate